C1(CC1)C(=O)NC1=CC(=C(N=N1)C(=O)N)NC1=C(C(=CC=C1)C=1C=NN(C1)[C@@H]1COC[C@H]1OC([2H])([2H])[2H])OC 6-(cyclopropanecarboxamido)-4-((2-methoxy-3-(1-((3R,4S)-4-(methoxy-d3)tetrahydrofuran-3-yl)-1H-pyrazol-4-yl)phenyl)amino)pyridazine-3-carboxamide